CN1C(C(CCC1(C)C)C(C(=O)O)=C)(C)C.FC=1C(=NC=C(C1)F)N1N=CC(=N1)NC(C1=C(C=CC=C1)C(F)(F)F)=O N-[2-(3,5-Difluoropyridin-2-yl)-2H-1,2,3-triazol-4-yl]-2-(trifluoromethyl)benzamide N-methyl-2,2,6,6-tetramethylpiperidinyl-acrylate